bis(1-N-butyl-2-methylindol-3-yl)phthalide C(CCC)N1C(=C(C2=CC=CC=C12)C1(OC(=O)C2=CC=CC=C12)C1=C(N(C2=CC=CC=C12)CCCC)C)C